5-fluoro-7-(8-fluoro-2-methylimidazo[1,2-a]pyridin-6-yl)-3-(2-methylpiperidin-4-yl)quinazolin-4(3H)-one FC1=C2C(N(C=NC2=CC(=C1)C=1C=C(C=2N(C1)C=C(N2)C)F)C2CC(NCC2)C)=O